(Z)-3-(3,4-difluorobenzylidene)-6-nitroisobenzofuran-1(3H)-one FC=1C=C(\C=C\2/OC(C3=CC(=CC=C23)[N+](=O)[O-])=O)C=CC1F